2-(5-chloro-4-fluoro-2-isopropoxy-3-(6-(trifluoromethyl)pyridin-3-yl)phenyl)propan-1-ol ClC=1C(=C(C(=C(C1)C(CO)C)OC(C)C)C=1C=NC(=CC1)C(F)(F)F)F